S1C=C(C=C1)CC1=NC=NO1 5-(thiophen-3-ylmethyl)-1,2,4-oxadiazol